2-Phenyl-1H-imidazole-1-propiononitrile C1(=CC=CC=C1)C=1N(C=CN1)CCC#N